CC=1SC2=C(N1)C=C(C=C2)C 2,5-dimethylbenzo[d]thiazole